7-methyl-3-[1-(2,2,3,3,3-pentafluoropropyl)-1H-pyrazol-4-yl]-2-(trifluoromethyl)-4H-pyrazino[1,2-a]pyrimidin-4-one CC=1N=CC=2N(C(C(=C(N2)C(F)(F)F)C=2C=NN(C2)CC(C(F)(F)F)(F)F)=O)C1